C(C)C=1C(C2=C(C=CC(=C2C(C1)=O)OC)OC)=O 2-ethyl-5,8-dimethoxy-1,4-naphthoquinone